FC(OC=1C=C(C=CC1C1=C(C(=C(C2=CC=CC=C12)O)\N=N\[H])S(=O)(=O)O)C1=CC(=C(C=C1)C1=C(C(=C(C2=CC=CC=C12)O)\N=N\[H])S(=O)(=O)O)OC(F)(F)F)(F)F 1,1'-(3,3'-ditrifluoromethoxy[1,1'-biphenyl]-4,4'-diyl)bis{4-hydroxy-3-[(E)-diazenyl]naphthalene-2-sulfonic acid}